4-[5-(4-chlorophenyl)-1-[3-(trifluoromethyl)phenyl]pyrrol-2-yl]-N-[3-(dimethylamino)propyl]-benzamide ClC1=CC=C(C=C1)C1=CC=C(N1C1=CC(=CC=C1)C(F)(F)F)C1=CC=C(C(=O)NCCCN(C)C)C=C1